BrN1C=C2C3(C(C(CC=C13)=O)CC1=CC=C(C=C1)OC)C=CC=C2 5-bromo-1-(4-methoxy-benzyl)-1H-benzo[c]indol-2-one